C(CN(CC(=O)O)CC(=O)O)N(CC(=O)O)CC(=O)O.OCC(O)CO glycerol, ethylenediaminetetraacetic acid salt